C(C)(=O)O[C@H]1[C@H](O[C@H]([C@@H]([C@H]1OC(C)=O)NC(C)=O)OC1=C(C(=CC=C1)C)C1=CC(=CC=C1)NS(N(C)C)(=O)=O)COC(C)=O (2R,3R,4R,5R,6S)-5-acetamido-2-(acetoxymethyl)-6-((3'-((N,N-dimethylsulfamoyl)amino)-6-methyl-[1,1'-biphenyl]-2-yl)oxy)tetrahydro-2H-pyran-3,4-diyl diacetate